C(#CC)N1C(=CC=C1)C=O 1-propynylpyrrole-2-carbaldehyde